3-hydroxy-1-(2-(6-(trifluoromethyl)imidazo[1,2-a]pyridin-3-yl)pyrimidin-4-yl)piperidine-3-carboxylic acid tert-butyl ester C(C)(C)(C)OC(=O)C1(CN(CCC1)C1=NC(=NC=C1)C1=CN=C2N1C=C(C=C2)C(F)(F)F)O